C(#N)[C@H]1[C@@H](COCC1)C1=NNC=C1C(=O)N (trans-4-cyanotetrahydro-2H-pyran-3-yl)pyrazole-4-carboxamide